BrC1=C(N=C2N(C1=O)C=CC=C2C2=CC=C(C(=O)N[C@@H]1COCC1)C=C2)C(F)(F)F 4-(3-bromo-4-oxo-2-(trifluoromethyl)-4H-pyrido[1,2-a]pyrimidin-9-yl)-N-((3S)-tetrahydrofuran-3-yl)benzamide